guanidinoacetic acid hydrogen phosphate P(=O)(O)(O)O.N(C(=N)N)CC(=O)O